[Zr+4].NC1=C(C(=O)[O-])C=CC(=C1)C(=O)[O-].NC1=C(C(=O)[O-])C=CC(=C1)C(=O)[O-] 2-aminoterephthalic acid, zirconium salt